O=C1NC(CCC1N1C(C2=CC=C(C=C2C1)N1CCN(CC1)CC1CCN(CC1)C1=CC=C(C=C1)[C@H]1CN(CCC1)C=1C=CC(=C2C(=NNC12)C#N)F)=O)=O 7-[(3S)-3-{4-[4-({4-[2-(2,6-Dioxopiperidin-3-yl)-1-oxo-2,3-dihydro-1H-isoindol-5-yl]piperazin-1-yl}methyl)piperidin-1-yl]phenyl}piperidin-1-yl]-4-fluoro-1H-indazole-3-carbonitrile